ClC=1C(=NC(=NC1)NC1CCOCC1)C1=CC=C2CN(C(C2=C1)=O)CC(=O)N[C@H](C)C1=NC=CC=C1 2-(6-{5-Chloro-2-[(oxan-4-yl)amino]pyrimidin-4-yl}-1-oxo-2,3-dihydro-1H-isoindol-2-yl)-N-[(1R)-1-(pyridin-2-yl)ethyl]acetamid